6-methyl-2H-pyran-2,4(3H)-dione CC1=CC(CC(O1)=O)=O